FC=1C=CC(=NC1)NC(CN1C=2N(C3=C(C1=O)C=CC=N3)N=C(C2)C2=CC(=NC=C2)C)=O N-(5-Fluoropyridin-2-yl)-2-(2-(2-methylpyridin-4-yl)-5-oxopyrazolo[1,5-a]pyrido[3,2-e]pyrimidin-4(5H)-yl)acetamide